C(CCCC)C1=CCC=CC1 1-Pentylcyclohexa-1,4-diene